C(#N)C1=NC=CC(=N1)C1(CCCC1)NC(OCC1=CC(=CC=C1)C1=CC=C2C=NN(C2=C1)C)=O 3-(1-methyl-1H-indazol-6-yl)benzyl (1-(2-cyanopyrimidin-4-yl)cyclopentyl)carbamate